(E)-2-(2,6-Dioxopiperidin-3-yl)-5-(4-(3-(4-(4-(1-(4-hydroxyphenyl)-2-phenylbut-1-en-1-yl)phenyl)piperidin-1-yl)propyl)piperazin-1-yl)isoindolin-1,3-dion O=C1NC(CCC1N1C(C2=CC=C(C=C2C1=O)N1CCN(CC1)CCCN1CCC(CC1)C1=CC=C(C=C1)/C(=C(/CC)\C1=CC=CC=C1)/C1=CC=C(C=C1)O)=O)=O